N-(4-chloro-3-methoxyphenyl)acetamide CC(=O)NC1=CC(=C(C=C1)Cl)OC